N-(3-(((8-isopropyl-2-((1-methylpiperidin-4-yl)oxy)pyrazolo[1,5-a][1,3,5]triazin-4-yl)amino)methyl)phenyl)pyrrolidine-3-carboxamide C(C)(C)C=1C=NN2C1N=C(N=C2NCC=2C=C(C=CC2)NC(=O)C2CNCC2)OC2CCN(CC2)C